C(C1=CC=CC=C1)ON[C@@H]1CCCNC1 (2S,5R)-5-(benzyloxyamino)piperidine